3-bromo-5-(3-methyl-1-(4-methyl-4H-1,2,4-triazol-3-yl)cyclobutyl)-1-(2,2,2-trifluoroethyl)pyridin-2(1H)-one BrC=1C(N(C=C(C1)C1(CC(C1)C)C1=NN=CN1C)CC(F)(F)F)=O